O=C1C=C(C=2C(=NC(=CC2)N2C(C3CC3C2)C(=O)OC)O1)C1=C(C=CC=C1)C methyl 3-(2-oxo-4-(o-tolyl)-2H-pyrano[2,3-b]pyridin-7-yl)-3-azabicyclo[3.1.0]hexane-2-carboxylat